C(CCCCCCCCCCCCC)(=O)OCCCC butyl myristate